CN1N=C(C=C1)C1=NC(=CC=C1C1CN(CC1)C(C=C)=O)OCCC(F)(F)F 1-(3-(2-(1-methyl-1H-pyrazol-3-yl)-6-(3,3,3-trifluoropropoxy)pyridin-3-yl)pyrrolidin-1-yl)prop-2-en-1-one